tristearyl-benzene C(CCCCCCCCCCCCCCCCC)C=1C(=C(C=CC1)CCCCCCCCCCCCCCCCCC)CCCCCCCCCCCCCCCCCC